CCCCCCCCC/C=C/C=C/C=C/C=C/C=C/C=C/C(=O)NCCO N-Docosahexaenoylethanolamine